(R)-1-(4-((4-((1-(3-(difluoromethyl)-2-fluorophenyl)ethyl)amino)-2-methylpyrido[3,4-d]pyrimidin-6-yl)amino)piperazin-1-yl)ethan-1-one FC(C=1C(=C(C=CC1)[C@@H](C)NC=1C2=C(N=C(N1)C)C=NC(=C2)NN2CCN(CC2)C(C)=O)F)F